N-(2-ethoxyphenyl)-4-((2-methyl-1-((4-bromophenyl)amino)-1-oxopropan-2-yl)oxy)benzamide C(C)OC1=C(C=CC=C1)NC(C1=CC=C(C=C1)OC(C(=O)NC1=CC=C(C=C1)Br)(C)C)=O